C(#N)[C@@H](N[S@@](=O)C1=CC=C(C=C1)C)[C@@H]1CCC(CCC1)(F)F (S)-N-((S)-cyano((S)-4,4-difluorocycloheptyl)methyl)-4-methylbenzenesulfinamide